1-[2-(3-Methoxyoctylsulfanyl)-3,3-dimethyl-cyclohexyl]pent-4-en-1-one COC(CCSC1C(CCCC1(C)C)C(CCC=C)=O)CCCCC